ClC=1C=NC(=NC1)CN1C(=NC2=C1C=C(C=C2)C#N)N2C[C@H]([C@@H](CC2)F)NC 1-((5-chloro-2-pyrimidinyl)methyl)-2-((3r,4r)-4-fluoro-3-(methylamino)-1-piperidinyl)-1H-benzoimidazole-6-carbonitrile